2-(7-Chloroquinolin-4-yl)-7-((2-methyl-1H-imidazol-1-yl)methyl)-5-(1-methyl-3-(trifluoromethyl)-1H-pyrazol-4-yl)-3,4-dihydroisoquinolin-1(2H)-one ClC1=CC=C2C(=CC=NC2=C1)N1C(C2=CC(=CC(=C2CC1)C=1C(=NN(C1)C)C(F)(F)F)CN1C(=NC=C1)C)=O